FC=1C=C(C=C(C1)F)CC=1C=C2C(=NNC2=CC1)NC(C1=C(C=CC=C1)NC1CCN(CC1)C(CCCCCC(=O)N1CCN(CC1)C1=CC=C(C=C1)NC1C(NC(CC1)=O)=O)=O)=O N-[5-[(3,5-difluorophenyl)methyl]-1H-indazol-3-yl]-2-[[1-[7-[4-[4-[(2,6-dioxo-3-piperidyl)amino]phenyl]piperazin-1-yl]-7-oxo-heptanoyl]-4-piperidyl]amino]benzamide